(3-fluoro-4-((3-(7-(((3S,4R)-3-fluoro-1-methylpiperidin-4-yl)amino)-3-((trifluoromethyl)thio)pyrazolo[1,5-a]pyridin-2-yl)prop-2-yn-1-yl)amino)phenyl)dimethylphosphine oxide FC=1C=C(C=CC1NCC#CC1=NN2C(C=CC=C2N[C@H]2[C@H](CN(CC2)C)F)=C1SC(F)(F)F)P(C)(C)=O